BrC=1C=C(C=C(C1)Cl)[C@H]1N[C@@H](COC1)C(F)F (3R,5S)-3-(3-bromo-5-chlorophenyl)-5-(difluoromethyl)morpholine